heneicosyl 2,2'-((3-((4-hydroxybutyl)(2-carbonyl-2-(undecanyloxy)ethyl)amino)propyl)azanediyl)diacetate OCCCCN(CCCN(CC(=O)[O-])CC(=O)OCCCCCCCCCCCCCCCCCCCCC)CC(OCCCCCCCCCCC)=C=O